CN1C=NC=C1B1OC(C(O1)(C)C)(C)C 1-methyl-5-(4,4,5,5-tetramethyl-[1,3,2]dioxaborolan-2-yl)-1H-imidazole